(S)-3-(7'-oxo-7',9'-dihydro-3'H-spiro[piperidine-4,2'-[1,4]oxazino[3,2-e]isoindol]-8'(1'H)-yl)piperidine-2,6-dione O=C1N(CC2=C3C(=CC=C12)OCC1(N3)CCNCC1)[C@@H]1C(NC(CC1)=O)=O